C1(=CC=C(C=C1)N(C=1C=C(C=C(C1)N(C1=CC=CC=C1)C1=CC=CC=2C(C3=CC=CC=C3C12)(C1=CC=CC=C1)C1=CC=CC=C1)C1=CC=CC=C1)C1=CC=CC=C1)C1=CC=CC=C1 N3-([1,1'-biphenyl]-4-yl)-N5-(9,9-diphenyl-9H-fluoren-4-yl)-N3,N5-diphenyl-[1,1'-biphenyl]-3,5-diamine